N-(2,2-difluoroethyl)-5-methylpyrazolo[1,5-a]pyridine-7-carboxamide FC(CNC(=O)C1=CC(=CC=2N1N=CC2)C)F